ClC=1C=CC(=NC1C(F)(F)F)[C@H](NC(=O)N1C(C(NCC1)=O)C)C1=CC=C(C=C1)C#N N-((R)-(5-chloro-6-(trifluoromethyl)pyridin-2-yl)(4-cyanophenyl)methyl)-2-methyl-3-oxopiperazine-1-carboxamide